(2-fluoro-4-(2-((7-fluoro-[1,2,4]triazolo[1,5-a]pyridin-2-yl)amino)-2-oxoethyl)phenoxy)pyridine-3-carboxamide FC1=C(OC2=NC=CC=C2C(=O)N)C=CC(=C1)CC(=O)NC1=NN2C(C=C(C=C2)F)=N1